C(C(C)C)C1=C2C(=CC(=C1)O2)CC(C)C (2,6-di-iso-butyl-1,4-phenylene) ether